(3R)-1-[2-(3-chloro-2-methyl-phenyl)-4,5,6,7-tetrahydropyrazolo[1,5-a]pyridin-4-yl]pyrrolidin-3-ol ClC=1C(=C(C=CC1)C1=NN2C(C(CCC2)N2C[C@@H](CC2)O)=C1)C